tert-butyl 3-iodo-2-vinyl-6,7-dihydro-4H-pyrazolo[1,5-a]pyrazine-5-carboxylate IC=1C(=NN2C1CN(CC2)C(=O)OC(C)(C)C)C=C